C(C=C)(=O)OCCCCCCCCCCC(C)C iso-tridecyl acrylate